3-[2-(4-chloro-3-fluorophenoxy)acetamido]-N-[(3,4-dimethoxyphenyl)methyl]bicyclo[1.1.1]pentane-1-carboxamide ClC1=C(C=C(OCC(=O)NC23CC(C2)(C3)C(=O)NCC3=CC(=C(C=C3)OC)OC)C=C1)F